C(=C)C1=C2C=CN3C(C2=CC=C1)=NN=C3 7-vinyl-[1,2,4]triazolo[3,4-a]isoquinoline